6-[(5-bromo-2-ethyl-1,2,4-triazol-3-yl)amino]-4,4-dimethyl-2,3-dihydroisoquinolin-1-one BrC=1N=C(N(N1)CC)NC=1C=C2C(CNC(C2=CC1)=O)(C)C